FC(OC[C@@H](C)OC=1C=NN(C1)C12CC(C1)(C2)NC(OC(C)(C)C)=O)(F)F tert-butyl [3-(4-{[(2R)-1-(trifluoromethoxy)propan-2-yl]oxy}-1H-pyrazol-1-yl)bicyclo[1.1.1]pentan-1-yl]carbamate